C1(=CC=CC=C1)C(=NC1=CC2=C(N=CS2)C=C1)C1=CC=CC=C1 N-(diphenylmethylene)benzo[d]thiazol-6-amine